(N-[5-[4-(difluoromethoxy)benzoyl]-4-methyl-thiazol-2-yl]-3,4-difluoro-anilino)propionamide FC(OC1=CC=C(C(=O)C2=C(N=C(S2)N(C2=CC(=C(C=C2)F)F)C(C(=O)N)C)C)C=C1)F